FC1=C(C(=O)NC([2H])([2H])[2H])C=CC=C1 2-fluoro-N-(trideuteriomethyl)benzamide